CC1=NN(C(=C1)C)C=1C=CC(N(N1)C1CCN(CC1)C(=O)C1OCCCC1)=O 6-(3,5-dimethylpyrazol-1-yl)-2-[1-(oxane-2-carbonyl)piperidin-4-yl]pyridazin-3-one